N-methyl-N-((3R,4R)-4-methylpiperidin-3-yl)-7-p-toluenesulfonyl-7H-pyrrolo[2,3-d]pyrimidin-4-amine CN(C=1C2=C(N=CN1)N(C=C2)S(=O)(=O)C2=CC=C(C)C=C2)[C@H]2CNCC[C@H]2C